S(=O)(=O)([O-])[O-].[Na+].OC1[C@H](N)[C@@H](O)[C@H](O)[C@H](O1)CO.[Na+] glucosamine sodium sulfate salt